C(C=C)OCC(COP(=O)(O)O)O.C(C)(C)(C)P(C1=C(C=C(C=C1C(C)C)C(C)C)C(C)C)C(C)(C)C di-tert-butyl-(2,4,6-tris(propan-2-yl)phenyl)phosphine mono(3-allyloxy-2-hydroxypropyl)phosphate